OC(CCC[C@@H](C)[C@H]1CC[C@H]2[C@@H]3C(C[C@H]4[C@H]([C@H](CC[C@]4(C)[C@H]3CC[C@]12C)O)O)C)C1=C(C=CC=C1)OC 24-[hydroxy(2-methoxyphenyl)methyl]-7-methyl-5α-cholane-3β,4β-diol